BrC=1C=C2CCC(NC2=NC1)=O 6-bromo-3,4-dihydro-1,8-naphthyridin-2(1H)-one